(3-Methylphenyl)methanol CC=1C=C(C=CC1)CO